C(C)(C)(C)OC(=O)N1CC(C(CC1)NC(=O)OCC1=CC=CC=C1)NC(=O)OCC[Si](C)(C)C 4-(benzyloxycarbonylamino)-3-((2-(trimethylsilyl)ethoxy)-carbonylamino)piperidine-1-carboxylic acid tert-butyl ester